3-[4-(3-hydroxyphenyl)imidazol-1-yl]piperidine-2,6-dione OC=1C=C(C=CC1)C=1N=CN(C1)C1C(NC(CC1)=O)=O